4-lauryl-morpholine C(CCCCCCCCCCC)N1CCOCC1